5-(cyclopenten-1-yl)-N-[3-fluoro-4-[(7-methoxy-1,5-naphthyridin-4-yl)oxy]phenyl]-4-hydroxy-6-methylpyridine-3-carboxamide C1(=CCCC1)C=1C(=C(C=NC1C)C(=O)NC1=CC(=C(C=C1)OC1=CC=NC2=CC(=CN=C12)OC)F)O